manganous sulfate hydrate O.S(=O)(=O)([O-])[O-].[Mn+2]